(7R)-7,8-difluoro-N-(2-(methylamino)-4-((4-(trifluoromethyl)benzyl)amino)phenyl)octanamide F[C@H](CCCCCC(=O)NC1=C(C=C(C=C1)NCC1=CC=C(C=C1)C(F)(F)F)NC)CF